N-[7-chloro-6-[4-(4-hydroxy-3-methyl-tetrahydrofuran-3-yl)piperazin-1-yl]-3-isoquinolyl]-2-(2-thienyl)cyclopropanecarboxamide ClC1=C(C=C2C=C(N=CC2=C1)NC(=O)C1C(C1)C=1SC=CC1)N1CCN(CC1)C1(COCC1O)C